CC[C@@]12[C@H](CC[C@H]1[C@@H]1CCC3=CCCC[C@@H]3[C@H]1C(C2)=C)O 18-methyl-11-methyleneestra-4-ene-17β-ol